(1S,3S)-N1-(3-(benzyl)-5-bromopyridin-2-yl)-N3-(5-(difluoromethoxy)pyrimidin-2-yl)cyclopentane-1,3-diamine C(C1=CC=CC=C1)C=1C(=NC=C(C1)Br)N[C@@H]1C[C@H](CC1)NC1=NC=C(C=N1)OC(F)F